5-Bromopyridin-3-yl 2,4,6-tri-O-acetyl-3-deoxy-3-[4-(2-thiazolyl)-1H-1,2,3-triazol-1-yl]-1-thio-alpha-D-galactopyranoside C(C)(=O)O[C@H]1[C@@H](SC=2C=NC=C(C2)Br)O[C@@H]([C@@H]([C@@H]1N1N=NC(=C1)C=1SC=CN1)OC(C)=O)COC(C)=O